ClCC(=O)NC1=C(C=CC(=C1)Cl)OC(F)(F)F 2-chloro-N-(5-chloro-2-(trifluoromethoxy)phenyl)acetamide